ClC1=C(C=C(C(=C1)Cl)OCCC)NC(=S)NC1=CC=C(C=C1)C(F)(F)F 1-(2,4-dichloro-5-propoxyphenyl)-3-(4-(trifluoromethyl)phenyl)thiourea